bis(N,N-dimethylhydrazinocarbonyl-4-aminophenyl)methane CN(C1=CC(=C(C=C1)CC1=C(C=C(C=C1)N(C)C)C(=O)NN)C(=O)NN)C